[Cl-].[Cl-].C[N+](CCC[Si]12OCC[N+](CCO1)(CCO2)C)(CCCCCCCCCCCCCCCCCC)C 1-(3-(Dimethyl(octadecyl)ammonio)propyl)-5-methyl-2,8,9-trioxa-5-aza-1-silabicyclo[3.3.3]undecan-5-ium Dichloride